2-(1-hydroxy-4-((4-(5,6,7,8-tetrahydro-1,8-naphthyridin-2-yl)butyl)carbamoyl)cyclohexyl)acetic acid OC1(CCC(CC1)C(NCCCCC1=NC=2NCCCC2C=C1)=O)CC(=O)O